FC(S(=O)(=O)[O-])(F)F.ClC1=C(C=CC(=C1)C(C1=CC=CC=C1)=O)SC1=CC=C(C=C1)[S+](C1=CC=CC=C1)C1=CC=CC=C1 4-(2-chloro-4-benzoylphenylthio)phenyldiphenylsulfonium trifluoromethanesulfonate